5-{4-amino-7-[(aminocyclopropyl)ethynyl]-2-{4-[(2-fluoroacrylamido)]phenyl}-1-methylpyrrolo[3,2-c]pyridin-3-yl}-3-chloro-N-(2,2,2-trifluoroethyl)pyridine-2-carboxamide NC1=NC=C(C2=C1C(=C(N2C)C2=CC=C(C=C2)NC(C(=C)F)=O)C=2C=C(C(=NC2)C(=O)NCC(F)(F)F)Cl)C#CC2(CC2)N